[Pd].C(C)(C)(C)P(C1=CC=C(C=C1)N(C)C)C(C)(C)C di-tert-butyl-(4-dimethylaminophenylphosphine) palladium